2-isopropyl-5-methylphenyl 4-benzyl-1,2,3-thiadiazole-5-carboxylate C(C1=CC=CC=C1)C=1N=NSC1C(=O)OC1=C(C=CC(=C1)C)C(C)C